N1C=NC2=C1C=C(C=C2)N2C(OC([C@@H]2C2=CC=CC=C2)(C)C)=O (S)-3-(1H-Benzo[d]imidazol-6-yl)-5,5-dimethyl-4-phenyloxazolidin-2-on